C(C1=CC=CC=C1)N1CC(OCC1)C1=CC=C(C2=C1N(C=N2)COCC[Si](C)(C)C)C(=O)OC methyl 7-(4-benzylmorpholin-2-yl)-1-(2-trimethylsilylethoxymethyl)benzimidazole-4-carboxylate